2-[2-(2-methylcyclopropyl)ethyl]-6-[2-(2,2,2-trifluoroethoxy)pyrimidin-5-yl]pyridazin-3-one CC1C(C1)CCN1N=C(C=CC1=O)C=1C=NC(=NC1)OCC(F)(F)F